hexyl-7-hydroxy-2-oxo-2H-chromene-3-carboxamide C(CCCCC)C1=C(C(OC2=CC(=CC=C12)O)=O)C(=O)N